C(C)OC1CCC(CC1)NC1=NC=C(C(=N1)NC1CCC(CC1)O)C#N 2-((1r,4r)-4-ethoxycyclohexylamino)-4-((1s,4s)-4-hydroxycyclohexylamino)pyrimidine-5-carbonitrile